6,6-dimethyl-N-{1-[(1r,4r)-4-(4-{4-[(3RS)-2,6-dioxopiperidin-3-yl]phenyl}piperazine-1-carbonyl)cyclohexyl]-1H-pyrazol-4-yl}-4,5,6,7-tetrahydro-1H-indazole-3-carboxamide CC1(CCC=2C(=NNC2C1)C(=O)NC=1C=NN(C1)C1CCC(CC1)C(=O)N1CCN(CC1)C1=CC=C(C=C1)[C@@H]1C(NC(CC1)=O)=O)C |r|